1-(tert-butyl) 3-methyl 6-(4-(tert-butoxycarbonyl)piperazin-1-yl)-3-(2-cyanoethyl)indoline-1,3-dicarboxylate C(C)(C)(C)OC(=O)N1CCN(CC1)C1=CC=C2C(CN(C2=C1)C(=O)OC(C)(C)C)(C(=O)OC)CCC#N